trans-5-cyclopropyl-1-(3-hydroxycyclobutyl)-3-((7-methoxy-1-methyl-6-(pyrazolo[1,5-a]pyrazin-3-yloxy)-1H-imidazo[4,5-b]pyridin-2-yl)amino)pyridin-2(1H)-one C1(CC1)C=1C=C(C(N(C1)[C@@H]1C[C@H](C1)O)=O)NC=1N(C=2C(=NC=C(C2OC)OC=2C=NN3C2C=NC=C3)N1)C